N[C@H](CC(=O)NC1CC2(CC(C2)OC2=C(C(=O)N)C=CC=N2)C1)CCC1=CC=CC=C1 (((R)-6-((S)-3-amino-5-phenylpentanamido)spiro[3.3]heptan-2-yl)oxy)nicotinamide